NC=1C(NC2=CC=C(C=C2C1C=1C=C(C=CC1)NS(=O)(=O)C)Cl)=O N-[3-(3-amino-6-chloro-2-oxo-1H-quinolin-4-yl)phenyl]methanesulfonamide